FC1=C2C3=C(NC2=C(C=C1F)NC)N=CC(=C3N3CC[C@@H]1[C@H]3CN(C1)C)C=1C=C3C(C(=CN(C3=NC1)C)C(=O)O)=O 6-[5,6-difluoro-8-(methylamino)-4-[(3aS,6aS)-5-methyl-2,3,3a,4,6,6a-hexahydropyrrolo[2,3-c]pyrrol-1-yl]-9H-pyrido[2,3-b]indol-3-yl]-1-methyl-4-oxo-1,8-naphthyridine-3-carboxylic acid